BrC=1C=C(C(=NC1)Cl)CCC(CO)O 4-(5-bromo-2-chloropyridin-3-yl)butane-1,2-diol